(S)-7-(5-(5-(2-(hydroxymethyl)pyrrolidin-1-yl)-1,3,4-thiadiazol-2-yl)-4-(isopropylamino)pyridin-2-yl)pyrrolo[1,2-b]pyridazine-3-carbonitrile OC[C@H]1N(CCC1)C1=NN=C(S1)C=1C(=CC(=NC1)C1=CC=C2N1N=CC(=C2)C#N)NC(C)C